(S)-2-((4-(6-((1-Isopropyl-1H-indazol-6-yl)methoxy)pyridin-2-yl)piperidin-1-yl)methyl)-1-(oxetan-2-ylmethyl)-1H-Benzo[d]imidazole-6-carboxylic acid C(C)(C)N1N=CC2=CC=C(C=C12)COC1=CC=CC(=N1)C1CCN(CC1)CC1=NC2=C(N1C[C@H]1OCC1)C=C(C=C2)C(=O)O